C(C)(C)(C)N(C(O)=O)C1=NC=C(C(=C1)C)N.OC1=C(C=CC(=C1)OC(C)C(=O)OCC(CCCC)CC)C1=NC(=NC(=N1)C1=CC=CC=C1)C1=CC=CC=C1 2-[[2-hydroxy-4-[1-(2-ethylhexyloxycarbonyl)ethoxy]phenyl]]-4,6-diphenyl-s-triazine tert-butyl-(5-amino-4-methylpyridin-2-yl)carbamate